β-butyrlactone C1(CC(C)O1)=O